FC(S(=O)(=O)[O-])(F)F.C(C=C)[Pd+] allyl-palladium (II) trifluoromethanesulfonate